(di-sec-butylamino)trichlorosilane C(C)(CC)N(C(C)CC)[Si](Cl)(Cl)Cl